COC=1C=C(C=CC1OC)NC1N(C(=NC(=N1)N)N1CCOCC1)C1=CC=C(C=C1)OC N-(3,4-Dimethoxyphenyl)-N1-(4-methoxyphenyl)-6-morpholin-4-yl-[1,3,5]triazine-2,4-diamine